ClC1=NC=C(C(=N1)C=1N=C(SC1)C1(CC1)C#N)C1=CN=CO1 1-(4-(2-chloro-5-(oxazol-5-yl)pyrimidin-4-yl)thiazol-2-yl)cyclopropane-1-carbonitrile